N[C@H]1CS(C2=C(N(C1=O)CC=1C=NC(=CC1)OC(C)C)C=C(C(=C2)F)C2=NOC(=N2)N2CCOC1(CC1)C2)(=O)=O (3R)-3-amino-8-fluoro-5-[(6-isopropoxy-3-pyridyl)methyl]-7-[5-(4-oxa-7-azaspiro[2.5]octan-7-yl)-1,2,4-oxadiazol-3-yl]-1,1-dioxo-2,3-dihydro-1λ6,5-benzothiazepin-4-one